NC1=C(C=C(N=N1)C1=C(C=CC=C1)O)N1CCC2(CNCCO2)CC1 2-[6-amino-5-(1-oxa-4,9-diazaspiro[5.5]undecan-9-yl)pyridazin-3-yl]phenol